5-(1H-[1,2,3]triazolo[4,5-b]pyridin-5-yl)-N-(4-cyclobutoxyphenyl)-2-fluorobenzamide N1N=NC2=NC(=CC=C21)C=2C=CC(=C(C(=O)NC1=CC=C(C=C1)OC1CCC1)C2)F